COC(C1=CC(=CC=C1)C=1C=CC=C2C=NC(=NC12)NC=1C(=NC=2CCN(CC2C1)C)OC)=O 3-(2-((2-methoxy-6-methyl-5,6,7,8-tetrahydro-1,6-naphthyridin-3-yl)amino)quinazolin-8-yl)benzoic acid methyl ester